(R)-N-(5-(cyclohexylethynyl)-2-(3-(fluoromethyl)-4-methylpiperazin-1-yl)phenyl)-6-oxo-4-(trifluoromethyl)-1,6-dihydropyridine-3-carboxamide C1(CCCCC1)C#CC=1C=CC(=C(C1)NC(=O)C1=CNC(C=C1C(F)(F)F)=O)N1C[C@@H](N(CC1)C)CF